3(R)-(4-Benzyl-2-isobutylpiperazin-1-yl)(cyclopropyl)methanone C(C1=CC=CC=C1)N1CC(N(CC1)[C@@H]1CC1C=O)CC(C)C